(S)-4-(3-amino-2-(dimethylamino)propyl)-2-fluoro-N-isopropylbenzamide NC[C@H](CC1=CC(=C(C(=O)NC(C)C)C=C1)F)N(C)C